5-[6,7-dichloro-3-(1H-pyrazol-4-yl)-1H-indol-2-yl]-4H-1,2,4-triazole-3-thiol ClC1=CC=C2C(=C(NC2=C1Cl)C=1NC(=NN1)S)C=1C=NNC1